Cl.N[C@H]1CN(CC[C@@H]2N(C1=O)[C@@H](CC2)C(=O)NCC2=CC=C(C=C2)F)C(=O)C2CC(C2)(F)F (5S,8S,10aR)-5-amino-3-(3,3-difluorocyclobutane-1-carbonyl)-N-(4-fluorobenzyl)-6-oxodecahydropyrrolo[1,2-a][1,5]diazocine-8-carboxamide hydrochloride